4-[[3-fluoro-2-methoxy-propyl]-[4-(5,6,7,8-tetrahydro-1,8-naphthyridin-2-yl)butyl]amino]-2-[[2-(3-methoxy-2-pyridyl)propanoyl]amino]butanoic acid FCC(CN(CCC(C(=O)O)NC(C(C)C1=NC=CC=C1OC)=O)CCCCC1=NC=2NCCCC2C=C1)OC